C(CCCCCC(=O)OOC(CC)CC)(=O)OCC(COC(CCC(OCCCC\C=C/CC)OCCCC\C=C/CC)=O)CO 1-(3-((4,4-bis(((Z)-oct-5-en-1-yl) oxy) butanoyl) oxy)-2-(hydroxymethyl) propyl) 7-(3-pentyloxy) heptanedioate